OCN(C(=O)NCO)C1N(C(N(C1=O)CO)=O)CO N-hydroxymethyl-N-(1,3-bis(hydroxymethyl)-2,5-dioxoimidazolidin-4-yl)-N'-hydroxymethyl-urea